C1(CC1)C=1C(=NON1)C(=O)NC(C=1OC=2C(=NC(=CC2)CN2C(NC(C2)C(F)(F)F)=O)N1)C1CCC(CC1)(F)F 4-Cyclopropyl-N-((4,4-difluorocyclohexyl)(5-((2-oxo-4-(trifluoromethyl)-imidazolidin-1-yl)methyl)oxazolo[4,5-b]pyridin-2-yl)methyl)-1,2,5-oxadiazole-3-carboxamide